C(C)C(C(=O)O)CCCC.C(C)P(CC)(CC)CC tetraethylphosphine 2-ethylhexanoate